CC1(C2COC(=O)C2=CC=C1)NCC 4-methyl-4-ethylaminophthalide